3-((8-(nonyloxy)-8-oxooctyl)(8-(octadecan-9-yloxy)-8-oxooctyl)amino)propanoic acid C(CCCCCCCC)OC(CCCCCCCN(CCC(=O)O)CCCCCCCC(=O)OC(CCCCCCCC)CCCCCCCCC)=O